FC1=CC=C(OC2CC(C2)C(=O)NC2=CC(=C(C=C2)OC=2N=NC=CC2)C)C=C1 3-(4-fluorophenoxy)-N-(3-methyl-4-(pyridazin-3-yloxy)phenyl)cyclobutane-1-carboxamide